2-(iodo(1-naphthyl)methylene)-4-p-toluenesulfonyl-3,4-dihydro-2H-benzo[b][1,4]thiazine-1-oxide IC(=C1CN(C2=C(S1=O)C=CC=C2)S(=O)(=O)C2=CC=C(C)C=C2)C2=CC=CC1=CC=CC=C21